(2-(4-cyanothiazolidin-3-yl)-2-oxoethyl)carbamate C(#N)C1N(CSC1)C(CNC([O-])=O)=O